N-(2-carbamoylpyridin-4-yl)-2-(cyclohexylmethyl)-6-fluoroindazole-3-carboxamide C(N)(=O)C1=NC=CC(=C1)NC(=O)C=1N(N=C2C=C(C=CC12)F)CC1CCCCC1